isoquinolin-4(2H)-one C1NCC(C2=CC=CC=C12)=O